N-((R)-1-(3-(1,1-difluoroethyl)-2-fluorophenyl)ethyl)-4-(((1R,5S,6s)-3-methyl-3-azabicyclo[3.1.0]hex-6-yl)amino)-6-oxo-1-((R)-spiro[2.2]pent-1-yl)-1,6-dihydropyridine-3-carboxamide FC(C)(F)C=1C(=C(C=CC1)[C@@H](C)NC(=O)C1=CN(C(C=C1NC1[C@@H]2CN(C[C@H]12)C)=O)[C@@H]1CC12CC2)F